ClC1=C(COC2=CC3=C(C(/C(/O3)=C/C3=CC=NC=C3)=O)C=C2)C(=CC=C1)Cl (Z)-6-((2,6-dichlorobenzyl)oxy)-2-(pyridin-4-ylmethylene)benzofuran-3(2H)-one